[1-hydroxy-1-(4-hydroxyphenyl)propan-2-yl]-5-(2-methylphenyl)-octahydrocyclopenta[c]pyrrol-5-ol OC(C(C)C1NCC2C1CC(C2)(O)C2=C(C=CC=C2)C)C2=CC=C(C=C2)O